CC1=NC(=CC(=N1)C(C)=O)C 1-(2,6-Dimethyl-pyrimidin-4-yl)-ethanone